6,6-dimethyl-4-(2-methylphenoxy)-7,8-dihydro-5H-quinazolin-2-amine CC1(CC=2C(=NC(=NC2CC1)N)OC1=C(C=CC=C1)C)C